OC(C)(C)C1CN(C1)C1=C2C(=NC=C1)N(N=C2CNC(C=C)=O)C2=CC=C(C=C2)OC(F)(F)F N-((4-(3-(2-hydroxypropan-2-yl)azetidin-1-yl)-1-(4-(trifluoromethoxy)phenyl)-1H-pyrazolo[3,4-b]pyridin-3-yl)methyl)acrylamide